NC(=O)C1=CC=C(C=C1)NC1=CC=C(C=C1)N=NC(C(C)=O)C(=O)NC1=CC2=C(NC(N2)=O)C=C1 N-[4-(aminocarbonyl)phenyl]-4-[[1-[[(2,3-dihydro-2-oxo-1H-benzimidazol-5-yl)-amino]carbonyl]-2-oxopropyl]azo]aniline